C[C@@H](CCC)OC1=NN2C(C(=N1)N)=NC=C2CC2NCCC2 2-(((S)-pent-2-yl)oxy)-7-(pyrrolidin-2-ylmethyl)imidazo[2,1-f][1,2,4]triazin-4-amine